tert-butyl (2-bromo-5-chloro-3,4-dimethoxyphenyl)carbamate BrC1=C(C=C(C(=C1OC)OC)Cl)NC(OC(C)(C)C)=O